C(C)OC(=O)C=1C=NN(C1)CC(C)(C)OC 1-(2-methoxy-2-methylpropyl)-1H-pyrazole-4-carboxylic acid ethyl ester